C1(=CC=CC=C1)OC(=O)N1C(C(C2=CC(=CC=C12)Cl)=C(O)C=1SC(=CC1)C(C1=CC=CC=C1)=O)=O 3-((5-Benzoylthiophene-2-yl)(hydroxy)methylene)-5-chloro-2-oxoindoline-1-carboxylic acid phenyl ester